6-amino-2,3-dihydro-1H-isoindol-1-one NC1=CC=C2CNC(C2=C1)=O